O[C@@H]1C([C@H](N(C1)C(=O)OC(C)(C)C)C(=O)OC)(C)C 1-(tert-Butyl) 2-methyl (2S,4R)-4-hydroxy-3,3-dimethylpyrrolidine-1,2-dicarboxylate